(R)-3-(3-bromophenyl)-3-hydroxy-N,N-dimethylpropionamide BrC=1C=C(C=CC1)[C@@H](CC(=O)N(C)C)O